FC1=C2C(=CNC2=CC(=C1)F)CCN(C(C)C)C N-(2-(4,6-difluoro-1H-indol-3-yl)ethyl)-N-methylpropan-2-amine